FC(C(C(C(C(F)(F)F)F)F)(F)F)(F)F 1,1,1,2,2,3,4,5,5,5-decafluoropentane